C[C@H]1CC[C@@H](N(C1)C(=O)OC(C)(C)C)C1=CC(=CC=C1)OCC1CCNCC1 (2R,5S)-tert-butyl 5-methyl-2-(3-(Piperidin-4-Ylmethoxy)phenyl)piperidine-1-carboxylate